[I-].N12C(=CN(CC1)CC2)CCCCCI 5-(1,4-diazabicyclo[2.2.2]octenyl)-1-iodoPentane, Iodide Salt